C[C@@H]1N(CCN(C1=O)C)CCOC1=CC=C(C=C1)C1=NC2=CC=C(C=C2C=C1)C=1C2=C(C(N(C1)C)=O)NC=C2 (S)-4-{2-[4-(2-(2,4-dimethyl-3-oxopiperazin-1-yl)ethoxy)phenyl]quinolin-6-yl}-6-methyl-1H-pyrrolo[2,3-c]pyridin-7(6H)-one